C(C1=CC=CC=C1)N1CCC(CC1)CCNC(=O)N1[C@@H](CN(CC1)C1=CC=C(C=C1)F)C (2R)-N-[2-(1-benzylpiperidin-4-yl)ethyl]-4-(4-fluorophenyl)-2-methylpiperazine-1-carboxamide